C(#N)C1=CC(=C(C=C1)COC1=NN(C=C1)C1CCN(CC1)CC=1N(C2=C(N1)C=CC(=C2)C(=O)OC)C[C@H]2OCC2)F methyl 2-[[4-[3-[(4-cyano-2-fluoro-phenyl)methoxy]pyrazol-1-yl]-1-piperidyl]methyl]-3-[[(2S)-oxetan-2-yl]methyl]benzimidazole-5-carboxylate